5-(8-(4-((5-(difluoromethyl)pyridin-2-yl)oxy)-3,3-difluoropyrrolidin-1-yl)imidazo[1,2-b]pyridazin-6-yl)pyrimidine-2,4(1H,3H)-dione FC(C=1C=CC(=NC1)OC1C(CN(C1)C=1C=2N(N=C(C1)C=1C(NC(NC1)=O)=O)C=CN2)(F)F)F